CC1(C2=CC=CC=C2C=2C=CC(=CC12)N(C1=CC=2C(C3=CC=CC=C3C2C=C1)(C)C)C1=CC=C(C=C1)C=1C=CC=2N(C3=CC=CC=C3C2C1)C1=CC=CC=C1)C N-(9,9-dimethyl-9H-fluoren-2-yl)-9,9-dimethyl-N-(4-(9-phenyl-9H-carbazol-3-yl)phenyl)-9H-fluoren-2-amine